N1C(=NC2=C1C=CC=C2)SCC2=CC(OC1=CC=C(C=C21)C(C)(C)C)=O 4-[(1H-Benzimidazol-2-ylsulfanyl)methyl]-6-tert-butyl-2H-chromen-2-one